tert-butyl 2-[[4-(1-methylpiperidin-4-yl)phenyl]amino]-5H,6H,8H-pyrido[3,4-d]pyrimidine-7-carboxylate CN1CCC(CC1)C1=CC=C(C=C1)NC=1N=CC2=C(N1)CN(CC2)C(=O)OC(C)(C)C